CC(=C[O-])C(CC)C 2,3-dimethylpentanenolAt